COC1=C(C=CC=C1C=1C=NN(C1)[C@H]1COCCC1)C1=NN(C2=CN=C(C=C21)NC(=O)C2CC2)C (R)-N-(3-(2-methoxy-3-(1-(tetrahydro-2H-pyran-3-yl)-1H-pyrazol-4-yl)phenyl)-1-methyl-1H-pyrazolo[3,4-c]pyridin-5-yl)cyclopropanecarboxamide